N1N=NC=C1C(=O)N1CC2CCC(C1)N2S(=O)(=O)C2=CC=C(C=C2)C(F)(F)F 1H-1,2,3-triazol-5-yl-[8-{[4-(trifluoromethyl)phenyl]sulfonyl}-3,8-diazabicyclo[3.2.1]oct-3-yl]methanone